((5-((4-chlorobenzyl)thio)-4-phenyl-4H-1,2,4-triazol-3-yl)methyl)-9H-carbazole ClC1=CC=C(CSC=2N(C(=NN2)CC2=CC=CC=3C4=CC=CC=C4NC23)C2=CC=CC=C2)C=C1